C(C)(C)(C1=CC=CC=C1)C=1C=C(C=C(O)C1)O 5-cumyl-resorcinol